CN1C=CC=2C1=NC(=CC2CN2CCN(CC2)S(=O)(=O)C)C=2C=C1CN(C(C1=CC2)=O)C2C(NC(CC2)=O)=O 3-(5-(1-methyl-4-((4-(methylsulfonyl)piperazin-1-yl)methyl)-1H-pyrrolo[2,3-b]pyridin-6-yl)-1-oxoisoindolin-2-yl)piperidine-2,6-dione